C[C@@H]1OCC[C@@H](S1)CCC cis-2-methyl-4-propyl-1,3-oxathiane